N-(3-chloro-2-methylphenyl)-2-(piperidin-1-yl)-6-({[2-(trifluoromethyl)phenyl]carbonyl}amino)-1H-benzoimidazole-4-carboxamide ClC=1C(=C(C=CC1)NC(=O)C1=CC(=CC=2NC(=NC21)N2CCCCC2)NC(=O)C2=C(C=CC=C2)C(F)(F)F)C